BrC1=CC=C2C(N(C(C2=C1)CC#N)CC1=C(C=C(C=C1)OC)OC)=O 2-[6-bromo-2-[(2,4-dimethoxyphenyl)methyl]-3-oxo-isoindolin-1-yl]acetonitrile